FC(C=1N=C2SC(=NN2C1CN1CC(=CC1=O)[C@@H]1C(C1)(F)F)COC)F 1-[[6-(difluoromethyl)-2-(methoxymethyl)imidazo[2,1-b][1,3,4]thiadiazol-5-yl]methyl]-3R-[2,2-difluorocyclopropyl]-2H-pyrrol-5-one